6-[4-(Diphenylamino)phenyl]coumarin-3-carboxylic acid ethyl ester C(C)OC(=O)C=1C(OC2=CC=C(C=C2C1)C1=CC=C(C=C1)N(C1=CC=CC=C1)C1=CC=CC=C1)=O